(3R)-1-(7-(6-chloro-5-cyclopropyl-1H-indazol-4-yl)-8-fluoro-2-(((2R,7aS)-2-fluorotetrahydro-1H-pyrrolizin-7a(5H)-yl)methoxy)pyrido[4,3-d]pyrimidin-4-yl)-3-methylpiperidin-3-ol ClC1=C(C(=C2C=NNC2=C1)C1=C(C=2N=C(N=C(C2C=N1)N1C[C@@](CCC1)(O)C)OC[C@]12CCCN2C[C@@H](C1)F)F)C1CC1